ClC=1C(=CC(=C(C(=O)NC=2C(=NC(=CC2)OC)C)C1)NC1=C(C=C(C=C1)F)C)F 5-chloro-4-fluoro-2-((4-fluoro-2-methylphenyl)amino)-N-(6-methoxy-2-methylpyridin-3-yl)benzamide